(S)-4'-(3-(5-chloropyridin-2-yloxy)pyrrolidin-1-yl)-3'-(hydroxymethyl)biphenyl-2-carbonitrile ClC=1C=CC(=NC1)O[C@@H]1CN(CC1)C1=C(C=C(C=C1)C=1C(=CC=CC1)C#N)CO